(4aR,8aS)-6-(4-((R or S)-(4-Fluorophenyl)(2,2,2-trifluoroethoxy)methyl)piperidine-1-carbonyl)hexahydro-2H-pyrido[4,3-b][1,4]oxazin-3(4H)-one FC1=CC=C(C=C1)[C@@H](C1CCN(CC1)C(=O)N1C[C@@H]2[C@@H](OCC(N2)=O)CC1)OCC(F)(F)F |o1:7|